(S)-tert-butyl 4-(2-((tert-butoxycarbonyl)amino)-3-(4-nitrophenyl)propionamido)benzoate C(C)(C)(C)OC(=O)N[C@H](C(=O)NC1=CC=C(C(=O)OC(C)(C)C)C=C1)CC1=CC=C(C=C1)[N+](=O)[O-]